1-(2,4-difluorothiophenyl)-2-naphthol FSC1=C(C=CC(=C1)SF)C1=C(C=CC2=CC=CC=C12)O